4-(bromomethyl)tolunitrile BrCC=1C=C(C(=CC1)C)C#N